1-cyclopentyl-6-fluoro-2-methyl-7-(2-oxopropyl)quinolin-4(1H)-one C1(CCCC1)N1C(=CC(C2=CC(=C(C=C12)CC(C)=O)F)=O)C